o-t-butylphenyl-lithium C(C)(C)(C)C1=C(C=CC=C1)[Li]